C1=CC(=CC=C1N=NC2=CC(=C(C=C2)N)S(=O)(=O)O)S(=O)(=O)[O-].[Na+] 4-Amino-1,1'-azobenzene-3,4'-disulfonic acid monosodium salt